[Pd].[Pd].C1(=CC=CC=C1)C(C1=CC=CC=C1)=CC(C)=O (Diphenylmethyleneacetone) dipalladium (0)